6-chloro-9-[(2,6-difluorophenyl)methyl]Purine-2-amine ClC1=C2N=CN(C2=NC(=N1)N)CC1=C(C=CC=C1F)F